NCC1=C2C(=NC=3C=C(C(=C(C13)C#C)C)F)C1=CC3=C(C(N1C2)=O)COC([C@]3(O)CC)=O (S)-11-(aminomethyl)-4-ethyl-10-ethynyl-8-fluoro-4-hydroxy-9-methyl-1,12-dihydro-14H-pyrano[3',4':6,7]indolizino[1,2-b]quinoline-3,14(4H)-dione